ClC1=C(C=C(OCCCN2C=C(C(=C2C)S(=O)(=O)C2CCCC2)C)C=C1C)C 1-(3-(4-Chloro-3,5-dimethylphenoxy)propyl)-4-(cyclopentylsulfonyl)-3,5-dimethyl-1H-pyrrole